5-chloro-N4-(1-((fluoromethyl)sulfonyl)indolin-7-yl)-N2-(2-methoxy-4-(4-(4-methylpiperazin-1-yl)piperidin-1-yl)phenyl)pyrimidine-2,4-diamine ClC=1C(=NC(=NC1)NC1=C(C=C(C=C1)N1CCC(CC1)N1CCN(CC1)C)OC)NC=1C=CC=C2CCN(C12)S(=O)(=O)CF